NCCS(=O)(=O)C(C(=O)N1C[C@@H]2CN([C@H](C1)C(C2)(C)C)C2=CC=C(C=C2)OCC)CC(C)C ((2-aminoethyl)sulfonyl)-1-((1S,5S)-6-(4-ethoxyphenyl)-9,9-dimethyl-3,6-diazabicyclo[3.2.2]nonan-3-yl)-4-methylpentan-1-one